C(=O)(O)C=1C=C(C=CC1OC)B(O)O 3-CARBOXY-4-METHOXYPHENYLBORONIC ACID